FC=1C(=NC=CC1)CN1C(C(=C(C=2C1=NC=CN2)C)C2CCNCC2)=O 5-((3-fluoropyridin-2-yl)methyl)-8-methyl-7-(piperidin-4-yl)pyrido[2,3-b]pyrazin-6(5H)-one